N1N=CC2=CC(=CC=C12)NC1=NC(=NC=C1)C1=CC=C2C=C(NC2=C1)C(=O)NC1=CN=NC=C1Cl 6-(4-((1H-indazol-5-yl)amino)pyrimidin-2-yl)-N-(5-chloro-pyridazin-4-yl)-1H-indole-2-carboxamide